C(CCCC)OCCCCCCCCCCCCCCCCCCCC n-eicosyl pentyl ether